[Rh+].C=CCCC=C (1,5-hexadiene) rhodium (I)